BrC1=CC=2N(C(N(C(C2S1)=O)C1=CN=CC2=CC=CC=C12)=O)CCC#N 3-(6-bromo-3-(isoquinolin-4-yl)-2,4-dioxo-3,4-dihydrothieno[3,2-d]pyrimidin-1(2H)-yl)propionitrile